O1C=NC2=C1C=C(C=C2)C(=O)N2CC=1C(CC2)=C(N(N1)C)C1=CC=CC=C1 benzo[d]oxazol-6-yl-(2-methyl-3-phenyl-2,4,5,7-tetrahydro-6H-pyrazolo[3,4-c]pyridin-6-yl)methanone